NC1=C(C(=CC=C1)C#N)N[C@@H]1C[C@@H](CCC1)NC(OC(C)(C)C)=O tert-Butyl ((1R,3S)-3-((2-amino-6-cyanophenyl)amino)cyclohexyl)carbamate